4-(2-aminophenyl)-piperazine-1-carboxylic acid tert-butyl ester C(C)(C)(C)OC(=O)N1CCN(CC1)C1=C(C=CC=C1)N